C12C(CC=CC1)C(NC2=O)=O 4-Cyclohexen-1,2-dicarboximid